N1CCCC[C@@]12CN(CCC2)C2=C1C(=NC=C2)NC=C1C#N 4-[(6R)-1,8-diazaspiro[5.5]undecan-8-yl]-1H-pyrrolo[2,3-b]pyridine-3-carbonitrile